3-(((4,4-bis(octyloxy)butanoyl)oxy)methyl)-5-(6-hexyl-12-methyl-3,8-dioxo-2,7-dioxa-9,12-diazatetradecyl)benzyl (9Z,12Z)-octadeca-9,12-dienoate C(CCCCCCC\C=C/C\C=C/CCCCC)(=O)OCC1=CC(=CC(=C1)COC(CCC(OC(NCCN(CC)C)=O)CCCCCC)=O)COC(CCC(OCCCCCCCC)OCCCCCCCC)=O